2-Iodo-4-(1,2,4,5-tetrazin-3-yl)benzamide IC1=C(C(=O)N)C=CC(=C1)C=1N=NC=NN1